CC1=CC=C2OC=3C=C(C=CC3C(C2=C1)=O)C(=O)N1CCN(CC1)CC1=NC2=C(N1C[C@H]1OCC1)C=C(C=C2)C(=O)O 2-{[4-(7-methyl-9-oxo-9H-xanthene-3-carbonyl)piperazin-1-yl]methyl}-1-{[(2S)-oxetan-2-yl]methyl}-1H-1,3-benzodiazole-6-carboxylic acid